6-chloro-N-[5-(1,1-dideuterio-2-fluoro-ethoxy)-4-methoxy-pyrimidin-2-yl]-7-fluoro-1H-indole-3-sulfonamide ClC1=CC=C2C(=CNC2=C1F)S(=O)(=O)NC1=NC=C(C(=N1)OC)OC(CF)([2H])[2H]